((5-((6-fluoropyridin-3-yl)amino)pyridin-3-yl)thio)benzene-1,2-diamine FC1=CC=C(C=N1)NC=1C=C(C=NC1)SC1=C(C(=CC=C1)N)N